N-(2-((2-(dimethylamino)ethyl)(methyl)amino)-5-((4-(7-fluoro-3-isopropyl-2-methyl-2H-indazole-5-yl)pyrimidin-2-yl)amino)-4-methoxyphenyl)acrylamide CN(CCN(C1=C(C=C(C(=C1)OC)NC1=NC=CC(=N1)C1=CC2=C(N(N=C2C(=C1)F)C)C(C)C)NC(C=C)=O)C)C